N-[2-(4-fluorophenyl)benzotriazol-5-yl]cyclopentanecarboxamide FC1=CC=C(C=C1)N1N=C2C(=N1)C=CC(=C2)NC(=O)C2CCCC2